COC(CCCCCN1CCC(CC1)NC(=O)C1=CC(=C(C=2CCOC21)N)Cl)=O 6-(4-(4-amino-5-chloro-2,3-dihydrobenzofuran-7-carboxamido)piperidin-1-yl)hexanoic acid methyl ester